C(C)C1=CC(N(C=C1NC(=O)[C@@H]1CN(CCC1)C=1C=NC=CC1)CC(=O)OCC)=O Ethyl 2-[4-ethyl-2-oxo-5-[[(3S)-1-(3-pyridyl)piperidine-3-carbonyl]amino]-1-pyridyl]acetate